methyl-5-{4-[methyl-(oxetan-4-yl)amino]-5H,6H,7H,8H-pyrido[3,4-d]pyrimidine-7-carbonyl}-N-(1-methylcyclopropyl)furo[2,3-d]pyrimidin-4-amine CC=1N=C(C2=C(N1)OC=C2C(=O)N2CC=1N=CN=C(C1CC2)N(C2CCO2)C)NC2(CC2)C